2-propylmercapto-5-(quinolin-6-yl)-pyrido[2,3-d]pyrimidin-4(3H)-one C(CC)SC=1NC(C2=C(N1)N=CC=C2C=2C=C1C=CC=NC1=CC2)=O